1-(2-benzyloxy-5-nitro-3-pyridyl)-4-methyl-piperazine C(C1=CC=CC=C1)OC1=NC=C(C=C1N1CCN(CC1)C)[N+](=O)[O-]